4,7-bis(5-trimethylstannyl-thienyl)-benzooxadiazole C[Sn](C1=CC=C(S1)C1=CC=C(C2=C1N=NO2)C=2SC(=CC2)[Sn](C)(C)C)(C)C